2-methoxy-N-{4-methoxy-6-[(1H-pyrazol-1-yl)methyl]-1,2-benzoxazol-3-yl}benzene-sulfonamide COC1=C(C=CC=C1)S(=O)(=O)NC1=NOC2=C1C(=CC(=C2)CN2N=CC=C2)OC